[O].[Ni]=O.[Fe] iron-nickel oxide oxygen